2-[(4-fluorophenyl)methyl]-2-azaspiro[3.3]heptan-6-yl (2R,6S)-2,6-dimethyl-4-[5-(trifluoromethyl)pyrimidin-2-yl]piperazine-1-carboxylate C[C@H]1N([C@H](CN(C1)C1=NC=C(C=N1)C(F)(F)F)C)C(=O)OC1CC2(CN(C2)CC2=CC=C(C=C2)F)C1